ClC=1C=C(C=C(C1)C(C)(C)C1=CC(=CC(=C1)OC(F)(F)F)OC1CC1)NC(=O)C1=CC2=C(S1)C=CC(=C2)C(C)(C)S(=O)(=O)C N-(3-Chloro-5-(2-(3-cyclopropoxy-5-(trifluoromethoxy)phenyl)propan-2-yl)phenyl)-5-(2-(methylsulfonyl)propan-2-yl)benzo[b]thiophen-2-carboxamid